ClC1=C(N)C=C(C=C1F)F 2-chloro-3,5-difluoroaniline